(2S,20S)-2-(((benzyloxy)carbonyl)amino)-20-(tert-butoxycarbonyl)-38-(di-tert-butoxyphosphoryl)-8,17,22-trioxo-10,13-dioxa-7,16,21-triazaoctatriacontanoic acid C(C1=CC=CC=C1)OC(=O)N[C@H](C(=O)O)CCCCNC(COCCOCCNC(CC[C@H](NC(CCCCCCCCCCCCCCCCP(=O)(OC(C)(C)C)OC(C)(C)C)=O)C(=O)OC(C)(C)C)=O)=O